N-(3-(6-oxa-3-azabicyclo[3.1.1]hept-3-yl)-1-(2-(1,1-difluoroethyl)-6-ethylpyrimidin-4-yl)-1H-pyrazolo[4,3-c]pyridin-6-yl)carboxamide C12CN(CC(O1)C2)C2=NN(C1=C2C=NC(=C1)NC=O)C1=NC(=NC(=C1)CC)C(C)(F)F